COC1=NC=C(C(=N1)OC)C1=CC=C(C(=O)O)C=C1 4-(2,4-dimethoxypyrimidin-5-yl)benzoic acid